C=C1C2C3C4C=CC(C3C(C1)C2)C4 9-methylene-tetracyclo[6.2.1.13,6.02,7]Dodec-4-ene